2-(((methylsulfonyl)oxy)methyl)-morpholine-4-carboxylic acid tert-butyl ester C(C)(C)(C)OC(=O)N1CC(OCC1)COS(=O)(=O)C